NC1=CC=C(C=C1)C1=C(C=2N=CN=C(C2N1C1=CC(=C(C=C1)OCC1=CC=CC=C1)OC)O)C 6-(4-aminophenyl)-5-[4-(benzyloxy)-3-methoxyphenyl]-7-methyl-5H-pyrrolo[3,2-d]pyrimidin-4-ol